bis(2-hydroxyl-naphthyl)methane OC1=C(C2=CC=CC=C2C=C1)CC1=C(C=CC2=CC=CC=C12)O